copper (I) dimethyl sulphide CSC.[Cu+]